NC1=NC=CC=C1C1=NC=2C(=NC(=CC2)C#C)N1C=1C=C2CC[C@@H](C2=CC1)NC(C1=CC(=C(C=C1)O)C=O)=O N-[(1S)-5-[2-(2-aminopyridin-3-yl)-5-ethynylimidazo[4,5-b]pyridin-3-yl]-2,3-dihydro-1H-inden-1-yl]-3-formyl-4-hydroxybenzamide